(R)-N-(1-(9H-purin-6-yl)piperidin-3-yl)acrylamide salicylate C(C=1C(O)=CC=CC1)(=O)O.N1=CN=C2NC=NC2=C1N1C[C@@H](CCC1)NC(C=C)=O